OC(CN(CCNC(CCCCCCC\C=C/CCCCCCCC)=O)CCCOCCCCCCCCCC)CO N-[2-[(2,3-dihydroxypropyl)(3-decyloxypropyl)amino]ethyl]oleamide